N-(2-Cyclopentyl-ethyl)-3-(1-methyl-propyl)-5-morpholin-4-yl-pyrazine-2-carboxylic acid amide C1(CCCC1)CCNC(=O)C1=NC=C(N=C1C(CC)C)N1CCOCC1